4-bromo-2-{[1,1-difluoropropan-2-yl]oxy}benzoyl chloride BrC1=CC(=C(C(=O)Cl)C=C1)OC(C(F)F)C